C(C)(C)(C)OC(COCC1CC(C1)NC(=O)OC(C)(C)C)=O.CN(C=O)C Dimethyl-formamide tert-Butyl-2-((3-((tert-butoxycarbonyl)amino)cyclobutyl)methoxy)acetate